NC=1C(=NC(=CN1)C1=C(C=C(C=C1)NC([C@@H](O)C1=CC(=CC(=C1)F)F)=O)Cl)C(=O)NC(C)C (S)-3-amino-6-(2-chloro-4-(2-(3,5-difluorophenyl)-2-hydroxyacetamido)phenyl)-N-isopropylpyrazine-2-carboxamide